1,4,2-dioxazole-5-one O1N=COC1=O